O1C=C(C=C1)C1=C(NC(=C1)C1=CC=C(C=C1)O)C(=O)NCC1=CC=C(C=C1)C(=O)NO 3-(3-Furyl)-N-{4-[(hydroxyamino)carbonyl]benzyl}-5-(4-hydroxyphenyl)-1H-pyrrole-2-carboxamide